(S)-2-cyclopropyl-1-(3-fluoro-4-methylphenyl)-N-((S)-1-phenylethyl)ethan-1-amine C1(CC1)C[C@H](N[C@@H](C)C1=CC=CC=C1)C1=CC(=C(C=C1)C)F